C(#N)C=1C=CC=2C3=C(NC2C1)C(=C(C=N3)C(=O)NC3CC(C3)O)NC(C)C 7-cyano-N-((1s,3s)-3-hydroxycyclobutyl)-4-(isopropylamino)-5H-pyrido[3,2-b]indole-3-carboxamide